5-[5-[(1R,2S)-2-fluorocyclopropyl]-1,2,4-oxadiazol-3-yl]-2-methyl-aniline F[C@@H]1[C@H](C1)C1=NC(=NO1)C=1C=CC(=C(N)C1)C